CN(C(=O)C=1C=C(C=CC1)N1N=C(C=C1OCC1=CC=C(C(=O)OC(C)(C)C)C=C1)C(F)(F)F)C1=CC2=C(C(=NO2)C)C=C1 tert-Butyl 4-[[2-[3-[methyl-(3-Methyl-1,2-benzoxazol-6-yl) carbamoyl]phenyl]-5-(trifluoromethyl) pyrazol-3-yl]oxymethyl]benzoate